ClC1=CC(=C(C=C1CC=1C=CC=2N(N1)C=CN2)C2=NC=NC1=CC(=CC=C21)N2CCOCC2)F 4-(4-Chloro-2-fluoro-5-imidazo[1,2-b]-pyridazin-6-ylmethyl-phenyl)-7-morpholin-4-ylquinazoline